C(C)(=O)N[C@H](C(=O)N1[C@@H](C[C@H](C1)O)C(=O)NCC1=CC=C(C=C1)C1=C(N=CS1)C)C(C)(SCCN1CCNCC1)C (2S,4R)-1-[(2R)-2-acetamido-3-methyl-3-(2-piperazin-1-ylethylsulfanyl)butanoyl]-4-hydroxy-N-[[4-(4-methylthiazol-5-yl)phenyl]methyl]pyrrolidine-2-carboxamide